2,5-dimercaptomethyl-thiophene SCC=1SC(=CC1)CS